5-[6-(benzyloxy)-4-bromo-2-fluoro-3-(3-hydroxypropyl)phenyl]-1λ6,2,5-thiadiazolidine-1,1,3-trione C(C1=CC=CC=C1)OC1=CC(=C(C(=C1N1CC(NS1(=O)=O)=O)F)CCCO)Br